benzimidazole-5-carboxylic acid diethylcarbamoylmethyl-amide C(C)N(C(=O)CNC(=O)C1=CC2=C(N=CN2)C=C1)CC